(R)-N-benzyl-N-cyclohexyl-5-(1-(6-(2-hydroxy-2-(3-(trifluoromethyl)phenyl)acetyl)-4-oxo-4,5,6,7,8,9-hexahydro-3H-pyrimido[5,4-c]azepin-2-yl)cyclopropyl)thiophene-3-carboxamide C(C1=CC=CC=C1)N(C(=O)C1=CSC(=C1)C1(CC1)C=1NC(C=2CN(CCCC2N1)C([C@@H](C1=CC(=CC=C1)C(F)(F)F)O)=O)=O)C1CCCCC1